[N+](=[N-])=CC(CC[C@@H](C(=O)OC(C)C)NC([C@H](CCSC)S(=O)C)=O)=O isopropyl (2S)-6-diazo-2-((2S)-2-(methylsulfinyl)-4-(methylthio)butanamido)-5-oxohexanoate